FC1=CC=C(C=C1)C1=NN=C(O1)C1=CN=C(S1)NC1=CC(=CC(=N1)NC1CCC(CC1)O)CN1CCOCC1 (1R,4R)-4-((6-((5-(5-(4-fluorophenyl)-1,3,4-oxadiazol-2-yl)thiazol-2-yl)amino)-4-(morpholinomethyl)pyridin-2-yl)amino)cyclohexan-1-ol